C(C)C1=CC=C(C=N1)C1=C(C=CC=C1)O 2-(6-ethylpyridin-3-yl)phenol